OCCCCCOC1=C(C=C(C=O)C=C1)OC 4-(5-hydroxypentyloxy)-3-methoxybenzaldehyde